C(N)(=O)C=1C=C(C(=NC1)OC)NC(C(=O)O)=O 2-[(5-carbamoyl-2-methoxy-3-pyridyl)amino]-2-oxo-acetic acid